ClC1=C(C=C(C=N1)[C@H](C)N1C(C2=CC(=CC=C2CC1)CN1C(=NC=C1)NC)=O)OCC (S)-2-(1-(6-chloro-5-ethoxypyridin-3-yl)ethyl)-7-((2-(methylamino)-1H-imidazol-1-yl)methyl)-3,4-dihydroisoquinolin-1(2H)-one